NN1C(N(C(C=C1C(F)(F)F)=O)C1=C(C=C(C(=C1)S)Cl)F)=O 1-Amino-3-(4-chloro-2-fluoro-5-sulfanylphenyl)-6-(trifluoromethyl)pyrimidin-2,4(1H,3H)-dion